methyl 2-(4-(tert-butyl)phenyl)-4-chloroquinazoline-7-carboxylate C(C)(C)(C)C1=CC=C(C=C1)C1=NC2=CC(=CC=C2C(=N1)Cl)C(=O)OC